2-[2-(4-chlorophenyl)-2-phenylacetyl]indene-1,3-dione ClC1=CC=C(C=C1)C(C(=O)C1C(C2=CC=CC=C2C1=O)=O)C1=CC=CC=C1